N,N-bis(2-hydroxyethyl)oleylamine OCCN(CCO)CCCCCCCC\C=C/CCCCCCCC